C1(=CC=CC=C1)C1SCCCS1 2-phenyl-1,3-dithiane